isobutyltrimethyl-phosphonium bromide [Br-].C(C(C)C)[P+](C)(C)C